CN1N=C(C(=C1)NC(=O)C1=CC=CC(=N1)C1=CC(=NC=C1)NCC(F)(F)F)C1=NC=CC=C1 N-(1-methyl-3-(pyridin-2-yl)-1H-pyrazol-4-yl)-2'-((2,2,2-trifluoroethyl)amino)-[2,4'-bipyridine]-6-carboxamide